ClC1=C(C2=C(OCOC2)C=C1)CCCCN1CCN(CC1)CC1=CC(=CC=C1)OC 1-(4-(6-chlorobenzo[d][1,3]dioxan-5-yl)butyl)-4-(3-methoxybenzyl)piperazine